[Li+].[As]([O-])([O-])([O-])=O.[Li+].[Li+] arsenic acid lithium salt